5-nitroindol-d [N+](=O)([O-])C=1C=C2C=C(NC2=CC1)[2H]